(4S,7S,9aS)-N-((R)-6-bromo-1,2,3,4-tetrahydronaphthalen-1-yl)-8,8-dimethyl-4-((S)-2-(methylamino)propanamido)-5-oxooctahydropyrrolo[2,1-b][1,3]thiazepine-7-carboxamide BrC=1C=C2CCC[C@H](C2=CC1)NC(=O)[C@@H]1C(C[C@@H]2SCC[C@@H](C(N21)=O)NC([C@H](C)NC)=O)(C)C